NC1=NC=NC2=C(C=C(C=C12)F)C(=O)NC1=C2C=CN=C(C2=CC=C1C)NC1=C(C=C(C=C1)F)F 4-amino-N-(1-((2,4-difluorophenyl)amino)-6-methylisoquinolin-5-yl)-6-fluoroquinazolin-8-carboxamide